(((1r,4r)-4-methoxycyclohexyl)carbamoyl)picolinic acid ethyl ester C(C)OC(C1=NC=CC=C1C(NC1CCC(CC1)OC)=O)=O